ethyl 4-(1-(4-(trifluoromethoxy)phenyl)-1H-1,2,4-triazol-3-yl)cyclohex-3-ene-1-carboxylate FC(OC1=CC=C(C=C1)N1N=C(N=C1)C1=CCC(CC1)C(=O)OCC)(F)F